NC=1C(NC2=C3C=CC=NC3=C(C=C2C1C1=C2C=NNC2=C(C(=C1)F)F)Br)=O 3-Amino-6-bromo-4-(6,7-difluoro-1H-indazol-4-yl)-1H-1,7-phenanthrolin-2-one